3-[8-[5-(5-chloro-6-isopropoxy-3-pyridinyl)-1,2,4-oxadiazol-3-yl]-2,3-dihydro-1H-cyclopenta[b]indol-4-yl]propionic acid ClC=1C=C(C=NC1OC(C)C)C1=NC(=NO1)C=1C=2C3=C(N(C2C=CC1)CCC(=O)O)CCC3